6-hydroxy-3-[(cis)-3-hydroxy-3-methylcyclobutyl]-4-(trifluoromethyl)-1,3-benzoxazol-2(3H)-one OC1=CC2=C(N(C(O2)=O)C2CC(C2)(C)O)C(=C1)C(F)(F)F